C1(CC1)C1=C2C=C(N=CC2=CC(=N1)C=1C=NC(=CC1C)C(=O)N1CCOCC1)NC(=O)C1CC1 N-(5-cyclopropyl-7-(4-methyl-6-(morpholine-4-carbonyl)pyridin-3-yl)-2,6-naphthyridin-3-yl)cyclopropanecarboxamide